OC1=C(C(=CC(=C1)C(F)(F)F)C)C1=CC2=C(N=N1)N(CC2)[C@H]2C[C@H](CCCC2)O (1S,3R)-3-(3-(2-hydroxy-6-methyl-4-(trifluoromethyl)phenyl)-5,6-dihydro-7H-pyrrolo[2,3-c]pyridazin-7-yl)cycloheptan-1-ol